N-propyl-N-(2-azaspiro[3.3]heptane-6-yl)sulfamide trifluoroacetate FC(C(=O)O)(F)F.C(CC)N(S(=O)(=O)N)C1CC2(CNC2)C1